bipyridine-3,3'-dicarboxylic acid sodium [Na].N1=C(C(=CC=C1)C(=O)O)C1=NC=CC=C1C(=O)O